IC1=CNC2=C(C=CC(=C12)Br)F 3-iodo-4-bromo-7-fluoro-1H-indole